2-((1S,2S)-1-(2-chloro-5-fluorophenyl)-1-(4-methyl-1H-pyrazol-1-yl)propan-2-yl)-5-hydroxy-N-(isoxazol-4-yl)-1-methyl-6-oxo-1,6-dihydropyrimidine-4-carboxamide ClC1=C(C=C(C=C1)F)[C@H]([C@H](C)C=1N(C(C(=C(N1)C(=O)NC=1C=NOC1)O)=O)C)N1N=CC(=C1)C